O[C@](CCC=C(C(=O)O)CO)(C=C)C (R)-6-hydroxy-2-hydroxymethyl-6-methyl-2,7-octadienoic acid